C(CCCCCCC\C=C/CCCCCCCC)(=O)SCCNC(CCNC([C@@H](C(COP(OP(OC[C@@H]1[C@H]([C@H]([C@@H](O1)N1C=NC=2C(N)=NC=NC12)O)OP(=O)(O)O)(=O)O)(=O)O)(C)C)O)=O)=O Oleyl-CoA